C(C)NC(=O)C1=NC(=NC2=CC=C(C=C12)N1C[C@H](N([C@H](C1)C)C(=O)OC(C)(C)C)C)C1=CC2=CN(N=C2C(=C1OCOC)C)C tert-butyl (2R,6S)-4-[4-(ethylcarbamoyl)-2-[6-(methoxymethoxy)-2,7-dimethylindazol-5-yl]quinazolin-6-yl]-2,6-dimethylpiperazine-1-carboxylate